CC=1N=C2N(N=C(C=C2C)C2=CC(=C3C=C(N=NC3=C2)C2CCN(CC2)CCO)F)C1 2-{4-[7-(2,8-dimethylimidazo[1,2-b]pyridazin-6-yl)-5-fluorocinnolin-3-yl]piperidin-1-yl}ethanol